COCCOCCO 2-(2-methoxyethoxy)ethane-1-ol